BrC(C(=O)NC1=NOC(=N1)CC1=CC(=CC(=C1)F)F)C 2-bromo-N-(5-(3,5-difluorobenzyl)-1,2,4-oxadiazol-3-yl)propanamide